C(#CC)C=1C(=NC(N([C@H]2[C@H](O)[C@H](O)[C@@H](CO)O2)C1)=O)N C5-propynylcytidine